C1=CC=CC=2C3=CC=CC=C3N(C12)C1=CC=C(C=C1)NC1=CC=CC=C1 4-(carbazol-9-yl)phenylaniline